FC1=C(C=CC(=C1)C)NC(=O)C1C2OCCOC12 N-(2-fluoro-4-methylphenyl)-2,5-dioxabicyclo[4.1.0]heptane-7-carboxamide